BrC1=CN=C2N(C=3N=CC(=CC3OC2=C1)Br)CCCCl 6,12-dibromo-2-(3-chloropropyl)-9-oxa-2,4,14-triazatricyclo[8.4.0.0^{3,8}]tetradeca-1(10),3,5,7,11,13-hexaene